Cl.FC([C@@H]1CNCC1)F 3-(S)-(difluoromethyl)pyrrolidine hydrochloride